Ethyl 1-(5-chloro-2-nitrophenyl)-5-(2-ethoxy-2-oxoethyl)-1H-1,2,3-triazole-4-carboxylate ClC=1C=CC(=C(C1)N1N=NC(=C1CC(=O)OCC)C(=O)OCC)[N+](=O)[O-]